C(C)(C)(C)OC(=O)NCCCN1N=CC(=C1)N tert-butyloxycarbonyl-3-(4-amino-1H-pyrazol-1-yl)-1-propylamine